7-Chloro-3-[4-(2-hydroxyethylcarbamoyl)-benzyl]-4-oxo-1-phenyl-1,4-dihydro-quinoline-2-carboxylic acid methyl ester COC(=O)C=1N(C2=CC(=CC=C2C(C1CC1=CC=C(C=C1)C(NCCO)=O)=O)Cl)C1=CC=CC=C1